3-(2-fluoroethoxy)-4-nitro-1-((2-(trimethylsilyl)ethoxy)methyl)-1H-pyrazole FCCOC1=NN(C=C1[N+](=O)[O-])COCC[Si](C)(C)C